2-(2-(tert-butylamino)-1,1-difluoro-2-oxoethyl)-N-(4-fluoro-3-methylphenyl)-1-methyl-1H-pyrrole-3-carboxamide C(C)(C)(C)NC(C(F)(F)C=1N(C=CC1C(=O)NC1=CC(=C(C=C1)F)C)C)=O